FC1=C(C=CC(=C1I)F)NS(=O)(=O)C=1C=NC=CC1 N-(2,4-difluoro-3-iodophenyl)pyridine-3-sulfonamide